COC(=O)[C@H]1OC2(O[C@@H]1C1=C(C=CC=C1)[N+](=O)[O-])CCCC2 (2S,3R)-methyl-3-(2-nitrophenyl)-1,4-dioxaspiro[4.4]nonane-2-carboxylate